C(CCC)B=O butyl-boron oxide